ClC1=CC2=C(OCC3=C(N2CCCCN(C(=O)OC(C)(C)C)C(=O)[O-])C=CC=C3)C=C1 tert-butyl [4-(7-chlorodibenzo[b,e][1,4]oxazepin-5(11H)-yl)butyl]imidodicarbonate